N1=CC=CC=2CCCC(C12)=NNC(=S)N1CCC2(CC1)CCN(CC2)C2=NC=CC=C2 N'-(6,7-dihydroquinolin-8(5H)-ylidene)-9-(pyridin-2-yl)-3,9-diazaspiro[5.5]undecane-3-thiohydrazide